2-(Ethylamino)-N-((1,2,3,5,6,7-hexahydro-s-indacen-4-yl)carbamoyl)ethane-1-sulfonamide, potassium salt [K].C(C)NCCS(=O)(=O)NC(NC1=C2CCCC2=CC=2CCCC12)=O